N-carbamimidoyl-2-(2,6-dimethyl-3-(1H-pyrazol-4-yl)phenyl)acetamide C(N)(=N)NC(CC1=C(C(=CC=C1C)C=1C=NNC1)C)=O